C1(=C(C(=CC(=C1)C)C)C(=O)[Ge](C(=O)C1=C(C=C(C=C1C)C)C)C(=O)C1=C(C=C(C=C1C)C)C)C tris(mesitoyl)Germanium